4-(6-bromo-4-methyl-3-pyridyl)-1H-1,2,4-triazol-5-one BrC1=CC(=C(C=N1)N1C=NNC1=O)C